ClC(C(C(=O)C(C(C(C(C(=O)OOC(C(C(C(C(C(F)(F)F)(C(C(C(C(F)(F)F)(Cl)F)(F)F)=O)F)(F)F)(F)F)(F)F)=O)(F)F)(F)F)(F)F)(C(F)(F)F)F)(F)F)(C(F)(F)F)F chloro-hexafluorobutanoyl-decafluorohexanoylperoxide